C1(CCCCC1)CCC1(NC(OC2=C1C=CC=C2)=O)C2=CC=CC=C2 4-(2-cyclohexylethyl)-4-phenyl-1,3-benzoxazine-2(4H)-one